C1(=CC=CC=C1)CCCC(=O)NC=1C=C2C(=CNC2=CC1)C1CC2CCCCN2CC1 5-(4-phenylbutanoyl)amino-3-(octahydro-2H-quinolizin-2-yl)-1H-indole